FC=1C2=C(SC1C(=O)N)CC(C2)(C)C 3-fluoro-5,5-dimethyl-5,6-dihydro-4H-cyclopenta[b]thiophene-2-carboxamide